Allyl (S)-(2-(2-(((tert-butyldimethylsilyl)oxy)methyl)-4-(4-(N-methylsulfamoyl)phenyl)-1,2,3,6-tetrahydropyridine-1-carbonyl)-4-methoxy-5-((triisopropylsilyl)oxy)phenyl)carbamate [Si](C)(C)(C(C)(C)C)OC[C@H]1N(CC=C(C1)C1=CC=C(C=C1)S(NC)(=O)=O)C(=O)C1=C(C=C(C(=C1)OC)O[Si](C(C)C)(C(C)C)C(C)C)NC(OCC=C)=O